NCC(=O)NC=1C=NC=C(C1)C1=CC2=C(C=C1OC)OCC1=C2N(N=C1C(=O)N1C(COCC1)(C)C)C1=CC(=CC(=C1)F)F 2-amino-N-(5-(1-(3,5-difluorophenyl)-3-(3,3-dimethylmorpholine-4-carbonyl)-7-methoxy-1,4-dihydrochromeno[4,3-c]pyrazol-8-yl)pyridin-3-yl)acetamide